N-(tert-butyl)decane-diamine C(C)(C)(C)NC(CCCCCCCCC)N